N-((1,2,3,5,6,7-hexahydrodicyclopenta[b,e]pyridin-8-yl)carbamoyl)-2-(2-hydroxypropan-2-yl)thiazole-5-sulfonimidamide C1CCC2=NC3=C(C(=C21)NC(=O)NS(=O)(=N)C2=CN=C(S2)C(C)(C)O)CCC3